5-(hydroxymethyl)-2-pyrrolidinone OCC1CCC(N1)=O